CSC1=NN=C(O1)C1=CC=C(C(=O)N)C=C1 4-(5-methylsulfanyl-1,3,4-oxadiazole-2-yl)benzamide